Cl.CC1=C(C=CC=C1)C1=CC(=CN1S(=O)(=O)C=1C=NC=CC1)C=O 5-(2-methylphenyl)-1-(pyridin-3-ylsulfonyl)-1H-pyrrole-3-carbaldehyde hydrochloride